S(C#N)CSC=1SC2=C(N1)C=CC=C2 2-(thiocyanomethyl-thio)benzthiazole